CC(CO)(C)C=1C=CC=2N(C1)N=CC2 2-methyl-2-pyrazolo[1,5-a]pyridin-6-yl-propan-1-ol